C(#N)C1=C(C=C(C=C1)NC(=O)N1[C@@H]2CC[C@H]1CC=1C(=NC=CC12)F)C(F)(F)F (5R,8S)-N-(4-cyano-3-(trifluoromethyl)phenyl)-1-fluoro-6,7,8,9-tetrahydro-5H-5,8-epiminocyclohepta[c]pyridine-10-carboxamide